C(=O)C=1C=C2C(=CNC2=CC1)CCNC(C)=O N-[2-(5-Formyl-1H-indol-3-yl)ethyl]acetamide